(2R,3R,4S,5S)-2-(4-Amino-7H-pyrrolo[2,3-d]pyrimidin-7-yl)-5-((((5-ethyl-3-phenylisoxazol-4-yl)methyl)thio)methyl)tetrahydrofuran-3,4-diol NC=1C2=C(N=CN1)N(C=C2)[C@@H]2O[C@@H]([C@H]([C@H]2O)O)CSCC=2C(=NOC2CC)C2=CC=CC=C2